C(C)(=S)N1CCN(CC1)C1CCC(CC1)NC(OC(C)(C)C)=O tert-butyl ((1r,4r)-4-(4-ethanethioylpiperazin-1-yl)cyclohexyl)carbamate